10,10'-((2-chloroethyl)azetidinediyl)bis(N,N-didecyldecanoamide) ClCCC1(N(CC1)CCCCCCCCCC(=O)N(CCCCCCCCCC)CCCCCCCCCC)CCCCCCCCCC(=O)N(CCCCCCCCCC)CCCCCCCCCC